C(C)C=1C(=CC=C2C=C(C=C(C12)B(O)O)OCOC)F [8-ethyl-7-fluoro-3-(methoxymethoxy)-1-naphthyl]boronic acid